4-(chloromethyl)-5-methyl-thiazole ClCC=1N=CSC1C